N1=CN=C(C2=C1NC=C2)N[C@@H]2CC[C@@H](N(C2)C(C=C)=O)CNC(C)=O |r| rac-N-(((2R,5R)-5-((7H-pyrrolo[2,3-d]pyrimidin-4-yl)amino)-1-acryloylpiperidin-2-yl)methyl)acetamide